CC(CC1=CC=CC=C1)(C)OC(CCC)=O.FC1=C(C=CC(=C1)C(F)(F)F)COC1CN(C1)C(=O)N1CC(CC1)C1=CC=NN1 [3-[[2-Fluoro-4-(trifluoromethyl)phenyl]methoxy]azetidin-1-yl]-[3-(1H-pyrazol-5-yl)pyrrolidin-1-yl]methanone α,α-dimethylphenylethyl-butyrate